7-methylnaphthalene-1-yl trifluoromethanesulfonate FC(S(=O)(=O)OC1=CC=CC2=CC=C(C=C12)C)(F)F